N=C1OC(=CN1CC1=CC=CC=2NC(=NC21)NC(CO)(C)C2=CC(=CC=C2)OC(F)(F)F)C 2-({4-[(2-imino-5-methyl-2,3-dihydro-1,3-oxazol-3-yl)methyl]-1H-1,3-benzodiazol-2-yl}amino)-2-[3-(trifluoromethoxy)phenyl]propan-1-ol